COC1=CC(=C(C=C1OC)CC(C(=O)CC)C)[N+](=O)[O-] 1-(4,5-dimethoxy-2-nitrophenyl)-2-methylpropione